(2R)-2-(3-fluorophenyl)-2-hydroxy-acetic acid FC=1C=C(C=CC1)[C@H](C(=O)O)O